tert-Butyl N-[[2-(trifluoromethyl)tetrahydropyran-4-yl]amino]carbamate FC(C1OCCC(C1)NNC(OC(C)(C)C)=O)(F)F